2-(4-(4-(aminomethyl)-8-(cyclopropylethynyl)-1-oxo-1,2-dihydrophthalazin-6-yl)-1-methyl-1H-pyrazol-5-yl)-4-chloro-6-cyclopropoxy-3-fluorobenzonitrile NCC1=NNC(C2=C(C=C(C=C12)C=1C=NN(C1C1=C(C#N)C(=CC(=C1F)Cl)OC1CC1)C)C#CC1CC1)=O